C(C)OC(=O)C1=C(NC=2C(N(C=C(C21)C#CC(C)(C)O)CC=C)=O)C.C2(=CC=CC=C2)P([C-]2C=CC=C2)C2=CC=CC=C2.[C-]2(C=CC=C2)P(C2=CC=CC=C2)C2=CC=CC=C2.[Fe+2] 1,1'-Bis(diphenyl-phosphino)ferrocene ethyl-6-allyl-4-(3-hydroxy-3-methyl-but-1-ynyl)-2-methyl-7-oxo-1H-pyrrolo[2,3-c]pyridine-3-carboxylate